(2S,3S,4R,5R)-5-(2-(5-fluoropyridin-3-yl)-6-(methylamino)-9H-purin-9-yl)-3,4-dihydroxyl-N-methyltetrahydrofuran-2-carboxamide FC=1C=C(C=NC1)C1=NC(=C2N=CN(C2=N1)[C@H]1[C@@H]([C@@H]([C@H](O1)C(=O)NC)O)O)NC